FC=1C(=CC=C2C=NN(C12)C1OCCCC1)/C=C/C(=O)O (2E)-3-[7-fluoro-1-(oxan-2-yl)indazol-6-yl]prop-2-enoic acid